[(2R)-5-[[(1R,2S)-2-(4-fluorophenyl)cyclopropyl]amino]-1-(4-methylpiperazin-1-yl)-1-oxopentan-2-yl]-4-(1H-1,2,3-triazol-1-yl)benzamide FC1=CC=C(C=C1)[C@H]1[C@@H](C1)NCCC[C@@H](C(=O)N1CCN(CC1)C)C1=C(C(=O)N)C=CC(=C1)N1N=NC=C1